Cyclohepta-1-en-1-yl-(mesityl)iodonium C1(=CCCCCC1)[I+]C1=C(C=C(C=C1C)C)C